tert-butyl (S)-5,5-dimethyl-2-((4-(4,4,5,5-tetramethyl-1,3,2-dioxaborolan-2-yl)-1H-pyrazol-1-yl)methyl)morpholine-4-carboxylate CC1(CO[C@@H](CN1C(=O)OC(C)(C)C)CN1N=CC(=C1)B1OC(C(O1)(C)C)(C)C)C